C(C1=CC=CC=C1)NC(\C(\C)=N/O)=O (Z)-N-benzyl-2-hydroxyimino-propanamide